5-(Methylsulfonyl)-3-(4,4,5,5-tetramethyl-1,3,2-dioxaborolan-2-yl)-1-tosyl-1H-pyrrolo[2,3-b]pyridine CS(=O)(=O)C=1C=C2C(=NC1)N(C=C2B2OC(C(O2)(C)C)(C)C)S(=O)(=O)C2=CC=C(C)C=C2